C(C)C(CCC)C1=C(C[C@@H](N)C(=O)O)C2=CC=CC=C2N1 2-(ethylbutyl)-D-tryptophan